C1(CC1)C1=C(C(=NO1)C1=C(C=NC=C1Cl)Cl)COC12CCC(CC1)(CC2)COC=2C=C1C(=CC=NC1=CC2)N2CC(C2)OC 6-((4-((5-Cyclopropyl-3-(3,5-dichloropyridin-4-yl)isoxazol-4-yl)methoxy)bicyclo[2.2.2]octan-1-yl)methoxy)-4-(3-methoxyazetidin-1-yl)chinolin